ClC=1C=C2C=C(NC2=CC1C=1C=CC2=C(NCCO2)C1)CNC(C)=O N-{[5-chloro-6-(3,4-dihydro-2H-1,4-benzoxazin-6-yl)-2-indolyl]methyl}acetamide